1-(3-((4,4-bis(((Z)-oct-5-en-1-yl)oxy)butanoyl)oxy)-2-(((((1-ethylpiperidin-3-yl)methoxy)carbonyl)oxy)methyl)propyl) 8-(3-butylheptyl) octanedioate C(CCCCCCC(=O)OCCC(CCCC)CCCC)(=O)OCC(COC(CCC(OCCCC\C=C/CC)OCCCC\C=C/CC)=O)COC(=O)OCC1CN(CCC1)CC